Methyl 8-((3-iodo-6-methyl-5,5-dioxido-6,11-dihydrodibenzo[c,f][1,2]thiazepin-11-yl)amino)octanoate IC1=CC2=C(C(C3=C(N(S2(=O)=O)C)C=CC=C3)NCCCCCCCC(=O)OC)C=C1